3-cyano-N-(6-(2-hydroxypropan-2-yl)-2-(3-(piperazin-1-yl)bicyclo[1.1.1]pentan-1-yl)-2H-indazol-5-yl)pyrrolo[1,2-b]pyridazine-7-carboxamide C(#N)C1=CC=2N(N=C1)C(=CC2)C(=O)NC2=CC1=CN(N=C1C=C2C(C)(C)O)C21CC(C2)(C1)N1CCNCC1